3,4,5-trihydroxytetrahydro-2H-pyran-2-carboxylic acid trisodium salt [Na+].[Na+].[Na+].OC1C(OCC(C1O)O)C(=O)[O-].OC1C(OCC(C1O)O)C(=O)[O-].OC1C(OCC(C1O)O)C(=O)[O-]